ClC1=NN(C=C1C1=NC=CC(=N1)NC=1N=CC2=C(C=C(C(=C2C1)C(C)C)N)N1[C@@H]([C@H](C1)CS(=O)(=O)C)C)C N3-(2-(3-chloro-1-methyl-1H-pyrazol-4-yl)pyrimidin-4-yl)-5-isopropyl-8-((2R,3S)-2-methyl-3-((methanesulfonyl)methyl)azetidin-1-yl)isoquinoline-3,6-diamine